C(C)(C)(C)OC(=O)N1C2CC(CCC1CC2)=NO tert-butyl-3-(hydroxyimino)-9-azabicyclo[4.2.1]nonane-9-carboxylate